methyl 4-[(2,5-dihydroxy-4-nitro-phenyl)carbamoyl]cyclohexanecarboxylate OC1=C(C=C(C(=C1)[N+](=O)[O-])O)NC(=O)C1CCC(CC1)C(=O)OC